4,4'-dihydroxyazobenzene OC1=CC=C(C=C1)N=NC1=CC=C(C=C1)O